7-benzyloxy-4-chloro-6-methoxy-quinolin-3-amine C(C1=CC=CC=C1)OC1=C(C=C2C(=C(C=NC2=C1)N)Cl)OC